6-((1S,6S)-6-aminocyclohex-3-en-1-yl)-2-chloro-7-iodo-N-(thiophen-2-ylmethyl)thieno[3,2-d]pyrimidin-4-amine N[C@H]1CC=CC[C@@H]1C1=C(C=2N=C(N=C(C2S1)NCC=1SC=CC1)Cl)I